C1(=CC=CC=C1)P(CC1=COC2=C1C=C(C=C2)C(F)(F)F)(C2=CC=CC=C2)=O Diphenyl-((5-(trifluoromethyl)benzofuran-3-yl)methyl)phosphine oxide